bromo-6-((2,4-difluorobenzyl)oxy)pyridine BrC1=NC(=CC=C1)OCC1=C(C=C(C=C1)F)F